tert-butyl (4-(4-formylphenoxy)phenyl)carbamate C(=O)C1=CC=C(OC2=CC=C(C=C2)NC(OC(C)(C)C)=O)C=C1